FC=1C(=NC=C(C1)C(C(C(F)(F)F)(F)F)(F)F)C1=C(C(=C(C(=O)N)C=C1[N+](=O)[O-])SC1=NN=NN1CCO)C [3-fluoro-5-(1,1,2,2,3,3,3-heptafluoropropyl)-2-pyridyl]-2-[1-(2-hydroxyethyl)tetrazol-5-yl]sulfanyl-3-methyl-5-nitro-benzamide